trans-3-(4-(3-Methyl-4-((((R)-1-phenylethoxy)carbonyl)amino)isoxazol-5-yl)phenoxy)cyclopentan CC1=NOC(=C1NC(=O)O[C@H](C)C1=CC=CC=C1)C1=CC=C(OC2CCCC2)C=C1